CC1=NC=C(C=N1)NC1=NC=CC2=CC(=CC=C12)OCC1COCC1 N-(2-methylpyrimidin-5-yl)-6-((tetrahydrofuran-3-yl)methoxy)isoquinolin-1-amine